N-{(2S,3R,4S)-1-(cyclopropanecarbonyl)-2-[(2,2'-difluoro-3'-methyl[1,1'-biphenyl]-3-yl)methyl]-4-fluoropyrrolidin-3-yl}-ethanesulfonamide C1(CC1)C(=O)N1[C@H]([C@H]([C@H](C1)F)NS(=O)(=O)CC)CC=1C(=C(C=CC1)C1=C(C(=CC=C1)C)F)F